tert-Butyl (2R,4R)-2-({[tert-butyl(dimethyl)silyl]oxy}methyl)-4-[(cyclopropanesulfonyl)amino]-3,3-difluoropyrrolidine-1-carboxylate [Si](C)(C)(C(C)(C)C)OC[C@H]1N(C[C@H](C1(F)F)NS(=O)(=O)C1CC1)C(=O)OC(C)(C)C